7-(4-{4-[4-({4-[2-(2,6-Dioxopiperidin-3-yl)-7-methoxy-1-oxo-2,3-dihydro-1H-isoindol-5-yl]piperazin-1-yl}methyl)piperidin-1-yl]phenyl}piperidin-1-yl)-4-fluoro-1H-indole-3-carbonitrile O=C1NC(CCC1N1C(C2=C(C=C(C=C2C1)N1CCN(CC1)CC1CCN(CC1)C1=CC=C(C=C1)C1CCN(CC1)C=1C=CC(=C2C(=CNC12)C#N)F)OC)=O)=O